(R)-8-Amino-6-(3-(5-(3-hydroxy-1-methyl-2-oxopyrrolidin-3-yl)isoxazol-3-yl)phenyl)pyrido[3,2-d]pyrimidin-4(3H)-one NC1=CC(=NC2=C1N=CNC2=O)C2=CC(=CC=C2)C2=NOC(=C2)[C@]2(C(N(CC2)C)=O)O